C1(CCCC1)OC1=C(C=C(C=C1)C1=CC=NS1)NS(=O)(=O)C=1C=C(C(=O)O)C=CC1C1CC1 3-(N-(2-(cyclopentyloxy)-5-(isothiazol-5-yl)phenyl)sulfamoyl)-4-cyclopropylbenzoic acid